2-benzyl-6-bromo-1-tetralone C(C1=CC=CC=C1)C1C(C2=CC=C(C=C2CC1)Br)=O